[3-[6-[3-(trifluoromethyl)azetidin-1-yl]-3-pyridinyl]azetidin-1-yl]methanone FC(C1CN(C1)C1=CC=C(C=N1)C1CN(C1)C=O)(F)F